CC1(OB(OC1(C)C)C1=CC(=CS1)NC(C1=CC=CC=C1)=O)C N-(5-(4,4,5,5-tetramethyl-1,3,2-dioxaborolan-2-yl)thiophen-3-yl)benzamide